4-methylphenyl-carbodiimide CC1=CC=C(C=C1)N=C=N